N-(3-(2,4-dimethoxypyridin-3-yl)-1-((2-(trimethylsilyl)ethoxy)methyl)-1H-pyrrolo[2,3-b]pyridin-6-yl)-1,1-diphenylmethanimine COC1=NC=CC(=C1C1=CN(C2=NC(=CC=C21)N=C(C2=CC=CC=C2)C2=CC=CC=C2)COCC[Si](C)(C)C)OC